4,4'-diethyl-1,1'-binaphthyl C(C)C1=CC=C(C2=CC=CC=C12)C1=CC=C(C2=CC=CC=C12)CC